(1S,4S)-N-{2-benzyl-2-azaspiro[3.3]heptan-6-yl}-5-(5-cyanopyrimidin-2-yl)-2,5-diazabicyclo[2.2.1]heptane-2-carboxamide C(C1=CC=CC=C1)N1CC2(C1)CC(C2)NC(=O)N2[C@@H]1CN([C@H](C2)C1)C1=NC=C(C=N1)C#N